N-(5-(difluoromethoxy)-1H-pyrazol-3-yl)-1-((R)-1-((R)-tetrahydro-2H-pyran-3-yl)ethyl)-1H-pyrazolo[3,4-b]Pyrazin-6-amine FC(OC1=CC(=NN1)NC1=CN=C2C(=N1)N(N=C2)[C@H](C)[C@@H]2COCCC2)F